2-(4-bromophenyl)butyric acid BrC1=CC=C(C=C1)C(C(=O)O)CC